NC=1C=C(C=CC1F)C(CCC1CC1)(C1=NC=CC=C1)N[S@@](=O)C(C)(C)C (S)-N-((-)-1-(3-amino-4-fluorophenyl)-3-cyclopropyl-1-(pyridin-2-yl)propyl)-2-methylpropane-2-sulfinamide